ClC=1C(=C(C#N)C=C(C1)C(C)(C)C1=CC=C(C=C1)C=1C=C2C=NC(=NC2=CC1)Cl)O 3-chloro-5-[1-[4-(2-chloroquinazolin-6-yl)phenyl]-1-methyl-ethyl]-2-hydroxy-benzonitrile